C(C)(C)(C)OC(=O)N1[C@@H](CCC1)C=1C=C(C=C2CCN(CC12)C(=O)N1CCC(CC1)(F)F)Cl (S)-2-[6-chloro-2-(4,4-difluoropiperidine-1-carbonyl)-1,2,3,4-tetrahydroisoquinoline-8-yl]pyrrolidine-1-carboxylic acid tert-butyl ester